NCC1=CN=C(C2=CC(=CC=C12)OC(C)C)OC[C@H]1NC(CC1)=O 4-(aminomethyl)-1-{[(2S)-5-oxopyrrolidin-2-yl]methoxy}-7-(propan-2-yloxy)isoquinoline